(4-((4'-(trifluoromethoxy)-[1,1'-biphenyl]-4-yl)oxy)-1H-1,2,3-triazol-5-yl)methanol FC(OC1=CC=C(C=C1)C1=CC=C(C=C1)OC=1N=NNC1CO)(F)F